6-[[5-fluoro-3-(2,2,2-trifluoroethoxy)-2-pyridyl]oxy]-1-methyl-N-(4-methyl-1,1-dioxo-thian-4-yl)imidazo[4,5-b]pyridine-2-carboxamide FC=1C=C(C(=NC1)OC=1C=C2C(=NC1)N=C(N2C)C(=O)NC2(CCS(CC2)(=O)=O)C)OCC(F)(F)F